5-((2-(2-((2-benzyl-5-fluoro-2H-indazol-6-yl)amino)ethyl)-2-azaspiro[3.3]heptan-6-yl)oxy)-8-chloro-2-methylisoquinolin-1(2H)-one C(C1=CC=CC=C1)N1N=C2C=C(C(=CC2=C1)F)NCCN1CC2(C1)CC(C2)OC2=C1C=CN(C(C1=C(C=C2)Cl)=O)C